3-(diethoxyphosphoryl-oxy)-1,2,3-benzotriazin C(C)OP(=O)(OCC)ON1NN=C2C(=C1)C=CC=C2